OC1CCC(CC1)N1CCN(CC1)C(=O)[O-] 4-(4-Hydroxycyclohexyl)piperazine-1-carboxylate